CC1(C=C)CC(=CC=C1)C 1,3-dimethyl-styrene